tert-Butyl 4-(4-(10-benzyl-8-nitro-11-oxo-10,11-dihydro-5H-dibenzo[b,e][1,4]diazepin-2-yl)phenyl)piperazine-1-carboxylate C(C1=CC=CC=C1)N1C2=C(NC3=C(C1=O)C=C(C=C3)C3=CC=C(C=C3)N3CCN(CC3)C(=O)OC(C)(C)C)C=CC(=C2)[N+](=O)[O-]